N(=[N+]=[N-])OS(=O)(=O)N=[N+]=[N-] diazidosulfonic acid